butyl 4-(3-hydroxyphenyl)-7-(2-methoxyphenyl)-2-methyl-5-oxo-1,4,5,6,7,8-hexahydroquinoline-3-carboxylate OC=1C=C(C=CC1)C1C(=C(NC=2CC(CC(C12)=O)C1=C(C=CC=C1)OC)C)C(=O)OCCCC